(1,3,5-triazinane-1,3,5-triyl)tris(2-bromoethanone) N1(CN(CN(C1)C(CBr)=O)C(CBr)=O)C(CBr)=O